methyl 2-((3aR,5S,6R,6aR)-2,2-dimethyl-5-((trityloxy)methyl)tetrahydrofuro[2,3-d][1,3]dioxol-6-yl)acetate CC1(O[C@H]2[C@@H](O1)O[C@@H]([C@H]2CC(=O)OC)COC(C2=CC=CC=C2)(C2=CC=CC=C2)C2=CC=CC=C2)C